BrC(C(=O)N(NC(=O)OC(C)(C)C)C)(C)C tert-butyl 2-(2-bromo-2-methylpropanoyl)-2-methylhydrazine-1-carboxylate